tert-butyl (R)-3-((8-methoxyquinolin-5-yl)amino)pyrrolidine-1-carboxylate COC=1C=CC(=C2C=CC=NC12)N[C@H]1CN(CC1)C(=O)OC(C)(C)C